sulfuric acid, iodide S(=O)(=O)(I)I